C[C@@]12C(CC[C@H]1[C@@H]1CCC3=CCCC[C@@H]3[C@H]1CC2)=O estra-4-ene-17-one